[Cl-].C(CCCCCCCCCCCCCCCCC)[NH2+]CCCCCCCCCCCCCCCCCC distearylammonium chloride